CC1=C(C=CC=C1C)N1CCN(CC1)C(C)=O 1-(4-(2,3-dimethylphenyl)piperazin-1-yl)ethanon